disodium fluorene C1=CC=CC=2C3=CC=CC=C3CC12.[Na].[Na]